N-(5-chloro-2-(2-methoxyethoxy)benzyl)-5-oxo-N-(5-(N-propylaminosulfonyl)-2,3-dihydro-1H-inden-2-yl)pyrrolidine-2-carboxamide ClC=1C=CC(=C(CN(C(=O)C2NC(CC2)=O)C2CC3=CC=C(C=C3C2)S(=O)(=O)NCCC)C1)OCCOC